Cl.CNC(=O)C1=CC2=C(N(C(=N2)NC=2SC3=C(N2)C=CC(=C3)OC(F)(F)F)CCN)C=C1 1-(2-Amino-ethyl)-2-(6-trifluoromethoxy-benzothiazol-2-ylamino)-1H-benzoimidazole-5-carboxylic acid methylamide hydrochloride